tert-butyl (S)-1-(((R)-tert-butylsulfinyl)amino)-6-(3-methoxy-3-oxoprop-1-yn-1-yl)-1,3-dihydrospiro[indene-2,4'-piperidine]-1'-carboxylate C(C)(C)(C)[S@@](=O)N[C@@H]1C2=CC(=CC=C2CC12CCN(CC2)C(=O)OC(C)(C)C)C#CC(=O)OC